6-{2-(2,4-difluorophenyl)-6-[(dimethylamino)methyl]-4,5,6,7-tetrahydropyrazolo[1,5-a]pyrimidin-3-yl}-2-(2-methylphenyl)-3(2H)-pyridazinone FC1=C(C=CC(=C1)F)C1=NN2C(NCC(C2)CN(C)C)=C1C=1C=CC(N(N1)C1=C(C=CC=C1)C)=O